4-amino-7-bromo-1-(4-chloro-2-methylphenyl)-2-oxo-1,2-dihydroquinoline-3-carboxylic acid methyl ester COC(=O)C=1C(N(C2=CC(=CC=C2C1N)Br)C1=C(C=C(C=C1)Cl)C)=O